CC(C)CCC[C@@H](C)[C@H]1CC[C@H]2[C@@H]3CC=C4C[C@H](CC[C@]4(C)[C@H]3CC[C@]12C)OC(NCCOCCOCCOCCOCCC(=O)OC(C)(C)C)=O tert-butyl 1-[(3β)-cholest-5-en-3-yloxy]-1-oxo-5,8,11,14-tetraoxa-2-azaheptadecan-17-oate